2-(((R)-1-(3-cyclopropyl-6-fluoro-4-oxo-2-((S)-tetrahydro-2H-pyran-2-yl)-3,4-dihydroquinazolin-8-yl)ethyl)amino)benzoic acid C1(CC1)N1C(=NC2=C(C=C(C=C2C1=O)F)[C@@H](C)NC1=C(C(=O)O)C=CC=C1)[C@H]1OCCCC1